(3R)-1-(piperidin-3-ylmethyl)pyrrole N1C[C@@H](CCC1)CN1C=CC=C1